(trans-3-((5-fluoropyrimidin-2-yl)oxy)cyclobutyl)carbamic acid tert-butyl ester C(C)(C)(C)OC(N[C@@H]1C[C@H](C1)OC1=NC=C(C=N1)F)=O